COC=1C=C(C(=O)NC2CCN(CC2)C)C=CC1 3-methoxy-N-(1-methylpiperidin-4-yl)benzamide